NC1=C(C=NC=2N1N=CC2/C(/N)=N/O)C2=CC(=CC1=C2SC=C1)C (Z)-7-amino-N'-hydroxy-6-(5-methylbenzo[b]thiophen-7-yl)pyrazolo[1,5-a]pyrimidine-3-carboximidamide